2-O-levulinyl-4-O-(2-naphthylmethyl)-3-O-triethylsilyl-L-rhamnose C(CCC(=O)C)(=O)O[C@@H](C=O)[C@H](O[Si](CC)(CC)CC)[C@@H](OCC1=CC2=CC=CC=C2C=C1)[C@@H](O)C